2-adamantylprop-2-enoate C12C(C3CC(CC(C1)C3)C2)OC(C=C)=O